O=C(C(=O)[O-])C(=O)[O-].[Li+].[Li+] di-lithium ketomalonate